S(C#N)CS=C1SC2=C(N1)C=CC=C2 2-(thiocyanomethylthiono)-1,3-benzothiazole